ClC=1N=CC=C2C=CC(=NC12)NC12CCC(CC1)(CC2)[C@H](C)NS(=O)C(C)(C)C N-((S)-1-(4-((8-chloro-1,7-naphthyridin-2-yl)amino)bicyclo[2.2.2]Octane-1-yl)ethyl)-2-methylpropan-2-sulfinamide